FC1=C(CC2=NC3=C(N2[C@@H]2COCC2(C)C)C=C(C=C3)C(=O)O)C=C(C(=C1)C1=NC(=CC=C1)OCC1=CC3=C(N(N=N3)C)C=C1)F (S)-2-(2,5-difluoro-4-(6-((1-methyl-1H-benzo[d][1,2,3]triazol-5-yl)methoxy)pyridin-2-yl)benzyl)-1-(4,4-dimethyltetrahydrofuran-3-yl)-1H-benzo[d]imidazole-6-carboxylic acid